Cl.N1C[C@H](CCC1)C(=O)N1CCN(CC1)C1=NC=C(C=N1)C(F)(F)F (S)-piperidin-3-yl-(4-(5-(trifluoromethyl)pyrimidin-2-yl)piperazine-1-yl)methanone hydrochloride